C(C=C)[C@H]/1[C@@H](N(C\C1=C/C(=O)OCC1=CC=CC=C1)C(=O)OC(C)(C)C)C(=O)OC 1-(tert-butyl) 2-methyl (2R,3R,Z)-3-allyl-4-(2-(benzyloxy)-2-oxoethylidene)pyrrolidine-1,2-dicarboxylate